N1=CN=C(C2=C1NC=C2)C=2C=CC(=NC2)N2CC1N(C(C2)C1)CC1=NC=CC(=C1)OC 3-(5-(7H-pyrrolo[2,3-d]pyrimidin-4-yl)pyridin-2-yl)-6-((4-methoxypyridin-2-yl)methyl)-3,6-diazabicyclo[3.1.1]heptane